ClC=1C=C2C(C(COC2=CC1)=CC1=CC(=C(C=C1)OCCCCCCN1CCCC1)OC)=O 6-chloro-3-(3-methoxy-4-((6-(pyrrolidin-1-yl)hexyl)oxy)benzylidene)chroman-4-one